[Co].[Fe].[Ni].[Ta].[W].NCC(C1=CC=CC=C1)NCCCCNC1=CC(=C(C=C1Cl)S(=O)(=O)NC=1SC=CN1)F 4-({4-[(2-amino-1-phenylethyl)amino]butyl}amino)-5-chloro-2-fluoro-N-1,3-thiazol-2-ylbenzenesulfonamide tungsten-tantalum-nickel-iron-cobalt